3-{[4-(4-bromophenyl)tetrahydro-2H-pyran-4-yl](methyl)amino}azetidine-1-carboxylic acid benzyl ester C(C1=CC=CC=C1)OC(=O)N1CC(C1)N(C)C1(CCOCC1)C1=CC=C(C=C1)Br